4'-(9H-xanthene-9,9-diyl)-biphenol C1=CC=CC=2OC3=CC=CC=C3C(C12)=C1CC(=C(C=C1)O)C=1C(=CC=CC1)O